4-(2-chloro-7-methyl-6-(piperazin-1-ylmethyl)thieno[3,2-d]pyrimidin-4-yl)morpholine ClC=1N=C(C2=C(N1)C(=C(S2)CN2CCNCC2)C)N2CCOCC2